N-(3-(2-(hydroxymethyl)pyrrolidin-1-yl)propyl)-2-(4-(methylcarbamoyl)phenyl)benzo[d]imidazo[2,1-b]thiazole-7-carboxamide OCC1N(CCC1)CCCNC(=O)C1=CC2=C(N3C(S2)=NC(=C3)C3=CC=C(C=C3)C(NC)=O)C=C1